C1(=CC=C(C=C1)[C@H]1[C@@H](C1(Br)Br)C1=CC=C(C=C1)C)C trans-1,2-di-p-tolyl-3,3-dibromocyclopropane